BrC=1C=CC2=C(N(C(=N2)C(F)F)C)C1 6-bromo-2-(difluoromethyl)-1-methyl-1H-benzo[d]imidazole